C(CCC)C1=NN2C(=NC(=CC2=O)CN(C2=CC=CC=C2)CC)S1 2-butyl-7-((ethyl(phenyl)amino)methyl)-5H-[1,3,4]thiadiazolo[3,2-a]pyrimidin-5-one